ClC=1C=C(C=C2C=C(N=CC12)NC(=O)[C@H]1[C@@H](C1)C#N)C=1C=NC(=CC1C)C#N trans-N-(8-chloro-6-(6-cyano-4-methylpyridin-3-yl)isoquinolin-3-yl)-2-cyanocyclopropane-1-carboxamide